2-(4-(6-((4-cyano-2-fluorobenzyl)oxy)pyridin-2-yl)-2,5-difluorobenzyl)-1-((3S,4R)-4-(difluoromethyl)tetrahydrofuran-3-yl)-1H-benzo[d]imidazole-6-carboxylic acid C(#N)C1=CC(=C(COC2=CC=CC(=N2)C2=CC(=C(CC3=NC4=C(N3[C@@H]3COC[C@@H]3C(F)F)C=C(C=C4)C(=O)O)C=C2F)F)C=C1)F